C12(CC(C1)C2)N(C(OC(C)(C)C)=O)CC2=CC=C(C=C2)C2=N[C@H](CC1=CC(=CC=C21)OC)CCCC tert-butyl (S)-bicyclo[1.1.1]pentan-1-yl(4-(3-butyl-6-methoxy-3,4-dihydroisoquinolin-1-yl)benzyl)carbamate